ethyl (Z)-4,4,4-trifluoro-3-methylbut-2-enoate FC(\C(=C/C(=O)OCC)\C)(F)F